5-[2-hydroxy-3-(trimethylolmethylamino)-propoxy]-3-furyl-2-methyl-1-(methylphenyl)indole OC(COC1=CC(=CO1)C1=C(N(C2=CC=CC=C12)C1=C(C=CC=C1)C)C)CNC(CO)(CO)CO